FC(CN1N=CC(=C1)S(=O)(=O)N1N=C2C(=C1)CN(C2)C([C@H](CO)C2=C(C(=CC=C2)F)F)=O)F (2S)-1-{2-[1-(2,2-difluoroethyl)pyrazol-4-ylsulfonyl]-4H,6H-pyrrolo[3,4-c]pyrazol-5-yl}-2-(2,3-difluorophenyl)-3-hydroxypropan-1-one